O=C1NC2(C(N1)=O)C(CCC2)CNC(=O)NC2=CC=C(C=C2)F 1-((2,4-dioxo-1,3-diazaspiro[4.4]nonane-6-yl)methyl)-3-(4-fluorophenyl)urea